1-(trans-1-(2-methoxyethyl)-4-phenylpyrrolidin-3-yl)-3-(2-phenyl-2,4,5,6-tetrahydrocyclopenta[c]pyrazol-3-yl)urea COCCN1C[C@H]([C@@H](C1)C1=CC=CC=C1)NC(=O)NC1=C2C(=NN1C1=CC=CC=C1)CCC2